6-chloro-4-((4-ethynyl-2-(N-methylmethanesulfonamido)phenyl)amino)-N-methoxynicotinamide ClC1=NC=C(C(=O)NOC)C(=C1)NC1=C(C=C(C=C1)C#C)N(S(=O)(=O)C)C